O=C1NC(CCC1N1C(C2=CC=CC(=C2C1=O)NCCOCCOCCOCCOCCOCCOCCOCCO)=O)=O 2-(2,6-dioxopiperidin-3-yl)-4-((23-hydroxy-3,6,9,12,15,18,21-heptaoxatricosyl)amino)isoindoline-1,3-dione